C(C1=CC=CC=C1)OC1=NC=C(C=C1)OCOC 2-Benzyloxy-5-(methoxymethoxy)pyridine